CN1C(=NC(=C1)C)C1=CC=C(C=C1)CC#N 2-(4-(1,4-dimethyl-1H-imidazole-2-yl)phenyl)acetonitrile